CN1CC2(C1)CCNC2 2-methyl-2,7-diazaspiro[3.4]octane